COC1=CC=C(CC(NC)C)C=C1 4-methoxy-N-methyl-amphetamine